BrC1=NC(=CC(=C1)[C@@H]1CN(C[C@@H](N1)C(F)(F)F)C(=O)OC(C)(C)C)Cl (3R,5R)-tertbutyl 3-(2-bromo-6-chloropyridin-4-yl)-5-(trifluoromethyl)piperazine-1-carboxylate